C1OCC12CN(CC2)C=O (2-oxa-6-azaspiro[3.4]octan-6-yl)methanone